C(#N)C1=NC=C(C(=C1)C1=CC=2N(C=C1)N=C(C2)NC(=O)C2CC2)OC2CCC(CC2)(C)O N-(5-(2-cyano-5-(((1S,4S)-4-hydroxy-4-methylcyclohexyl)oxy)pyridin-4-yl)pyrazolo[1,5-a]pyridin-2-yl)cyclopropanecarboxamide